CN(C)CC1=[N+](C(=C(C(=N1)C1=CC=CC=C1)O)CN(C)C)[O-] 2,6-bis(dimethylaminomethyl)-4-phenyl-5-hydroxypyrimidine 1-Oxide